BrC1CCN(CC1)C(=O)OCCCC butyl 4-bromopiperidine-1-carboxylate